(t-butoxy)silane C(C)(C)(C)O[SiH3]